(1R,3R)-3-[3-[(2R)-2-(3,4-difluorophenyl)propyl]-8-(methoxycarbonyl)-3H,6H,7H,8H,9H-imidazo[4,5-h]isoquinolin-2-yl]cyclohexane-1-carboxylic acid FC=1C=C(C=CC1F)[C@H](CN1C(=NC2=C1C=CC=1CCN(CC21)C(=O)OC)[C@H]2C[C@@H](CCC2)C(=O)O)C